O=CCCCCNC(C)=O N-(5-OXO-PENTYL)-ACETAMIDE